N-(1-(2-bromopyridin-3-yl)pent-4-en-1-yl)-2-methylpropane-2-sulfinamide BrC1=NC=CC=C1C(CCC=C)NS(=O)C(C)(C)C